BrC1=CC=C(C2=CC(=CC=C12)F)N 4-Bromo-7-fluoronaphthalene-1-amine